COC1=NC(=NN2C1=C(C=C2)C2=CC=1N(C=C2)N=CC1)C1(CC(C1)(N)C)N 1-(4-methoxy-5-(pyrazolo[1,5-a]pyridin-5-yl)pyrrolo[2,1-f][1,2,4]triazin-2-yl)-3-methylcyclobutane-1,3-diamine